C(C=1C(C(=O)[O-])=CC=CC1)(=O)[O-].[K+].[K+] potassium phthalate salt